BrC1=CC2=C(N=C(N=C2O)C)N=C1C 6-bromo-2,7-dimethylpyrido[2,3-d]pyrimidin-4-ol